COC1=CC=CC2=C1N=C(OC2=O)C 8-methoxy-2-methyl-4H-benzo[d][1,3]oxazine-4-one